C1(CC1)COCC1(CCC2(OCCO2)CC1)C#N 8-((Cyclopropylmethoxy)methyl)-1,4-dioxaspiro[4.5]decane-8-carbonitrile